CS(=O)(=O)OCCC1(CC2(C1)N(CCCC2)C(=O)OC(C)(C)C)O[Si](CC)(CC)CC tert-Butyl (2S,4R)-2-(2-((methylsulfonyl)oxy)ethyl)-2-((triethylsilyl)oxy)-5-azaspiro[3.5]nonane-5-carboxylate